1-methyl-3-(o-tolyl)-1H-indazole-7-carboxylic acid CN1N=C(C2=CC=CC(=C12)C(=O)O)C1=C(C=CC=C1)C